C1(CCC1)C=1C(=NN(C1NC(C[C@H]1C(C(C1)(F)F)(F)F)=O)C)CC1=CC(=CC=C1)F (R)-N-(4-cyclobutyl-3-(3-fluorobenzyl)-1-methyl-1H-pyrazol-5-yl)-2-(2,2,3,3-tetrafluorocyclobutyl)acetamide